rac-tert-butyl (R)-2-(1H-imidazole-1-carbonyl)pyrrolidine-1-carboxylate N1(C=NC=C1)C(=O)[C@@H]1N(CCC1)C(=O)OC(C)(C)C |r|